4-[3,4-dihydro-1-methyl-2(1H)-isoquinolinyl]-N-(4-fluorophenyl)-5,6-dimethyl-2-pyrimidinamine hydrochloride Cl.CC1N(CCC2=CC=CC=C12)C1=NC(=NC(=C1C)C)NC1=CC=C(C=C1)F